FC=1C=C(CN2CC3=C(CC2)N(N(C3=O)CC3=C(C(=O)N)C=C(C=C3)F)CCN3C(C2=CC=CC=C2C3=O)=O)C=C(C1)F 2-((5-(3,5-Difluorobenzyl)-1-(2-(1,3-dioxoisoindolin-2-yl)ethyl)-3-oxo-1,3,4,5,6,7-hexahydro-2H-pyrazolo[4,3-c]pyridin-2-yl)methyl)-5-fluorobenzamide